C1(CCCCC1)[C@H]1[C@@H](C1)NC(N)=O |r| 3-[rac-(1R,2S)-2-cyclohexylcyclopropyl]urea